2-(((2-bromophenyl)thio)methyl)-3,4-difluorobenzoic acid BrC1=C(C=CC=C1)SCC1=C(C(=O)O)C=CC(=C1F)F